C1(CC1)N(C(=O)C=1C=CC2=C(OCC(N2)=O)C1)CC1=CC=C(C=C1)C(NCCCCCCCCCCNC=1C=C2C(N(C(C2=CC1)=O)C1C(NC(CC1)=O)=O)=O)=O N-cyclopropyl-N-(4-((10-((2-(2,6-dioxopiperidin-3-yl)-1,3-dioxoisoindolin-5-yl)amino)decyl)carbamoyl)benzyl)-3-oxo-3,4-dihydro-2H-benzo[b][1,4]oxazine-7-carboxamide